C(C1=CC=CC=C1)N1C=CC2=CC(=CC=C12)N 1-benzyl-1H-indol-5-amine